C(C1=CC=CC=C1)OC[C@@H](C(OCCC(=O)OC(C)(C)C)([2H])[2H])NC(=O)OC(C)(C)C tert-Butyl (R)-3-(3-(benzyloxy)-2-((tert-butoxycarbonyl)amino)propoxy-1,1-d2)propanoate